O[C@H]1[C@@H](O[C@@H]([C@@H]([C@@H]1N1N=NC(=C1)C1=CC(=C(C(=C1)F)F)F)O)CO)S[C@H](C(=O)N(C)C)C(C)(C)O (S)-2-(((2S,3R,4S,5R,6R)-3,5-dihydroxy-6-(hydroxymethyl)-4-(4-(3,4,5-trifluorophenyl)-1H-1,2,3-triazol-1-yl)tetrahydro-2H-pyran-2-yl)thio)-3-hydroxy-N,N,3-trimethyl-butanamide